NCCNC(NCCN)=NCC(=O)O 2-({bis[(2-aminoethyl)-amino]methylidene}-amino)acetic acid